C(C)(C)(C)OC(N[C@@H]1C2=C(OC13CCN(CC3)C3=NC=C(N=C3C(C)=O)Br)C=CC=C2)=O (R)-(1'-(3-acetyl-5-bromopyrazin-2-yl)-3H-spiro[benzofuran-2,4'-piperidine]-3-yl)carbamic acid tert-butyl ester